C(C)(C)(C)OC(=O)N1CCC(CC1)CN1CCC2(CC1)CCC(CC2)N2N=C1C=C(C(=CC1=C2)NC(=O)C2=NC(=CC=C2)C(F)(F)F)OC 4-((9-(6-methoxy-5-(6-(trifluoromethyl)pyridinecarboxamido)-2H-indazol-2-yl)-3-azaspiro[5.5]undecan-3-yl)methyl)piperidine-1-carboxylic acid tert-butyl ester